tert-butyl-(2-fluoro-1,1-dimethyl-pent-4-ynoxy)-dimethyl-silane C(C)(C)(C)[Si](C)(C)OC(C(CC#C)F)(C)C